NN1C(=NC(=C1)C)C(=O)OCC ethyl 1-amino-4-methyl-1H-imidazole-2-carboxylate